4-(1-(4-carbamoylphenyl)-5-(3,5-dimethylisoxazol-4-yl)-1H-pyrrolo[2,3-b]pyridin-3-yl)-3-(trifluoromethoxy)benzoic acid C(N)(=O)C1=CC=C(C=C1)N1C=C(C=2C1=NC=C(C2)C=2C(=NOC2C)C)C2=C(C=C(C(=O)O)C=C2)OC(F)(F)F